C(C)NC(O[C@H]1C[C@H](CC1)C1=CC(=NN1)NC(CC1=CC=C(C=C1)F)=O)=O (1R,3S)-3-(3-{[(4-fluoro-phenyl)acetyl]amino}-1H-pyrazol-5-yl)cyclopentyl ethylcarbamate